Cl.ClC1=C(C=C(C=C1)C#N)C=1C=C2C(=NNC2=CC1)NC(=O)C1CCN(CC1)C(C)C N-[5-(2-chloro-5-cyanophenyl)-1H-indazol-3-yl]-1-(propan-2-yl)piperidine-4-carboxamide hydrochloride